FC1=C(C(=CC=2CC(CCC12)OCCC(C)C)O)N1CC(NS1(=O)=O)=O 5-[1-fluoro-3-hydroxy-6-(3-methylbutoxy)-5,6,7,8-tetrahydronaphthalen-2-yl]-1λ6,2,5-thiadiazolidine-1,1,3-trione